N1CC(C1)NC1CCC(CC1)N1C(C2=CC(=C(C=C2C1)[N+](=O)[O-])OC(C)C)=O 2-((1r,4r)-4-(azetidin-3-ylamino)cyclohexyl)-6-isopropoxy-5-nitroisoindolin-1-one